CN(C1=CC=C(C=C1)NC1=NC(=NC(=C1)C1=CC=CC=C1)C1CCNCC1)C N4,N4-dimethyl-N1-[6-phenyl-2-(4-piperidyl)pyrimidin-4-yl]benzene-1,4-diamine